CC(CC(=O)O)CC(C)(C)C 3-methyl-5,5-dimethylhexanoic acid